C(C)N(CCNCC1=NC(=CC=N1)C)CC ((2-(diethylamino)ethylamino)methyl)-6-methylpyrimidine